OCCSC=1C=C(C=C(C1)SCCO)C[C@@H](C(=O)N[C@H](C(=O)OC(C)C)CC1=C(C=C(C=C1)Cl)Cl)NC(=O)OC(C)(C)C Isopropyl (2S)-2-[[(2S)-3-[3,5-bis(2-hydroxyethylsulfanyl)phenyl]-2-(tert-butoxycarbonylamino)propanoyl]amino]-3-(2,4-dichlorophenyl)propanoate